2-anthracene-sulfonic acid, sodium salt [Na+].C1=C(C=CC2=CC3=CC=CC=C3C=C12)S(=O)(=O)[O-]